ClC=1C=CC2=C(N=CS2)C1 5-chlorobenzo[d]thiazole